para-dinitrochlorobenzene [N+](=O)([O-])C1=C(C=C(C=C1)[N+](=O)[O-])Cl